(rac-(1R,3S)-(3-aminocyclopentyl)methyl)-3-methyl-isoxazole-5-carboxamide N[C@@H]1C[C@H](CC1)CC=1C(=NOC1C(=O)N)C |r|